CS(=O)(=O)CCOC=1C=CC=2N(C1)N=CC2C#N 6-(2-(methylsulfonyl)ethoxy)pyrazolo[1,5-a]pyridine-3-carbonitrile